BrC=1C(=C(C=CC1F)NC1=NC=NC2=CC3=C(C=C12)OCCO3)F N-(3-bromo-2,4-difluorophenyl)-7,8-dihydro[1,4]dioxino[2,3-g]quinazolin-4-amine